ClC=1C=C2C(=NC1)C(=CO2)C2=CC=CC=C2 6-chloro-3-phenylfuro[3,2-b]pyridine